CO[C@@]1(COCC1)C1=CC(=CC(=N1)C=1C=C(N2C=NC(=CC21)NC(=O)N)C2COCC2)C 1-(5-(6-((R)-3-Methoxytetrahydrofuran-3-yl)-4-methylpyridin-2-yl)-7-(tetrahydrofuran-3-yl)pyrrolo[1,2-c]pyrimidin-3-yl)urea